N1=CC(N2C1=CNC1=C2C=NC=2C=CC=CC12)=O imidazo[1',2':1,6]pyrazino[2,3-c]quinolin-3(11H)-one